COC1=CC=C(C=C1)C(=O)Cl p-methoxybenzoyl chloride